BrCCOC1=CC=C(OC=2C=C(C=C3C=NN(C23)C)C(=O)OC)C=C1 methyl 7-[4-(2-bromoethoxy)phenoxy]-1-methyl-indazole-5-carboxylate